1-methyl-N-((1-methyl-1H-pyrazol-3-yl)methyl)-4-(2-(p-tolyl)-2H-pyrazolo[3,4-d]pyrimidin-4-yl)piperazine-2-carboxamide CN1C(CN(CC1)C=1C=2C(N=CN1)=NN(C2)C2=CC=C(C=C2)C)C(=O)NCC2=NN(C=C2)C